C(C)(C)(C)OC(=O)N1CCC(CC1)C1=C(C=C2C=NC(=NC2=C1)N)Cl.NC1=NC2=CC(=C(C=C2C=N1)Cl)C1CCN(CC1)C(=O)OC(C)(C)C tert-butyl 4-(2-amino-6-chloroquinazolin-7-yl)piperidine-1-carboxylate tert-butyl-4-(2-amino-6-chloroquinazolin-7-yl)piperidine-1-carboxylate